FC=1C=CC(=C(C(=O)N)C1)C 5-fluoro-2-methylbenzamide